C(C)(C)N1CCC(CC1)(C)CN1C(=NC2=C1CNC2)C=2C=C1C=NNC1=CC2 5-(((1-Isopropyl-4-Methylpiperidin-4-yl)methyl)-1,4,5,6-Tetrahydropyrrolo[3,4-d]imidazol-2-yl)-1H-Indazol